2-(3-ethyl-2,4-dioxo-1,2,3,4-tetrahydropyrimidin-1-yl)acetyl-4-fluoro-N-[(S)-[6-fluoro-5-(propan-2-yl)pyridin-2-yl](phenyl)methyl]pyrrolidine-2-carboxamide C(C)N1C(N(C=CC1=O)CC(=O)N1C(CC(C1)F)C(=O)N[C@@H](C1=CC=CC=C1)C1=NC(=C(C=C1)C(C)C)F)=O